2-(3-fluorophenyl)N-(2-(4-methylpiperazin-1-yl)ethyl)-5-phenylOxazole-4-carboxamide FC=1C=C(C=CC1)C=1OC(=C(N1)C(=O)NCCN1CCN(CC1)C)C1=CC=CC=C1